tert-butyl 4-methylidenepiperidine-1-carboxylate C=C1CCN(CC1)C(=O)OC(C)(C)C